C1(=CC=CC=C1)C1COC2(COC2)N1 7-phenyl-2,5-dioxa-8-azaspiro[3.4]Octane